N1(CCOCC1)CC[C@H](CSC1=CC=CC=C1)NC1=C(C=C(C=C1)S(=O)(=O)NC(C1=CC=CC=C1)=O)S(=O)(=O)C(F)(F)F N-[4-{[(2R)-4-(morpholin-4-yl)-1-(phenylsulfanyl)butan-2-yl]amino}-3-(trifluoromethylsulfonyl)benzene-1-sulfonyl]benzamide